alpha-(dimethylamino)ethyl-ferrocene CN(C(C)[C-]1C=CC=C1)C.[CH-]1C=CC=C1.[Fe+2]